benzyl 4-(1-methyl 1H-1,2,4-triazol-3-yl)piperazine-1-carboxylate CN1N=C(N=C1)N1CCN(CC1)C(=O)OCC1=CC=CC=C1